C[C@H]([C@H](CC)O)O (2R,3S)-2,3-pentanediol